methyl 4-(1-methylpiperidin-4-yl)-3-(trifluoromethyl)benzoate CN1CCC(CC1)C1=C(C=C(C(=O)OC)C=C1)C(F)(F)F